CN(C1=NC2=C(N1C)C=CC(=C2)C#CC2=NN(C(=C2C(=O)N)NC)[C@@H]2CN([C@H](C2)COC)C(C=C)=O)C 3-[2-[2-(Dimethylamino)-1-methyl-1,3-benzodiazol-5-yl]ethynyl]-1-[(3S,5R)-5-(methoxymethyl)-1-(prop-2-enoyl)pyrrolidin-3-yl]-5-(methylamino)pyrazole-4-carboxamide